beta-hydroxybutyric acid potassium salt [K+].OC(CC(=O)[O-])C